The molecule is an organic betaine obtained by deprotonation of the hydroxy group at the 5 position of pelargonidin 3-O-beta-D-glucoside. It is the major microspecies at pH 7.3. It is a conjugate base of a pelargonidin 3-O-beta-D-glucoside. C1=CC(=CC=C1C2=C(C=C3C(=CC(=O)C=C3O2)O)O[C@H]4[C@@H]([C@H]([C@@H]([C@H](O4)CO)O)O)O)O